2,2-Bis[3-(3-nitrobenzoylamino)-4-hydroxyphenyl]hexafluoropropane [N+](=O)([O-])C=1C=C(C(=O)NC=2C=C(C=CC2O)C(C(F)(F)F)(C(F)(F)F)C2=CC(=C(C=C2)O)NC(C2=CC(=CC=C2)[N+](=O)[O-])=O)C=CC1